2-[4-[(E)-3-[4-[(E)-3-(Oxan-2-yloxyamino)-3-oxoprop-1-enyl]phenyl]prop-2-enoyl]phenyl]ethanesulfonic acid O1C(CCCC1)ONC(/C=C/C1=CC=C(C=C1)/C=C/C(=O)C1=CC=C(C=C1)CCS(=O)(=O)O)=O